NN1C(CC(CC1(C)C)CCCCCCC1CC(N(C(C1)(C)C)N)(C)C)(C)C 4,4'-Hexamethylen-Bis(Amino-2,2,6,6-Tetramethylpiperidin)